COC1=C(CN(S(=O)(=O)C2=C(C=C(C=C2)N2C[C@@](CCC2)(CCC2=CC(=CC=C2)C(F)(F)F)N(C)CCN(C)C)F)C2=NC=NC=C2)C=CC(=C1)OC (S)-N-(2,4-Dimethoxybenzyl)-4-(3-((2-(dimethylamino)ethyl)(methyl)amino)-3-(3-(trifluoromethyl)phenethyl)piperidin-1-yl)-2-fluoro-N-(pyrimidin-4-yl)benzene-sulfonamide